C(C=C)NC=1SC(=NN1)N 2-(allylamino)-5-amino-1,3,4-thiadiazole